BrC=1C(=NN(C1)CC)C(=O)O 4-bromo-1-ethylpyrazol-3-carboxylic acid